C1(CCC1)CO[C@@H](CN1N=C2C(=CC=CC2=C1)C(=O)O)[C@H](O)C1=CC(=C(C(=C1)OC)C)OC 2-((2S,3R)-2-(cyclobutylmethoxy)-3-(3,5-dimethoxy-4-methylphenyl)-3-hydroxypropyl)-2H-indazole-7-carboxylic acid